ClC1=C(C=C(C(=C1)OC1=C(C=CC=C1)F)C)C(N(C)CC)=N [2-Chloro-4-(2-fluorophenoxy)-5-methylphenyl]-N-ethyl-N-methylimidoformamide